SCC(C)SC(CS)CS 2-((1-mercaptopropan-2-yl)thio)propane-1,3-dithiol